2-(1-(2-cyanophenyl)-1-(1-(2-hydroxy-2-methylpropyl)-1H-pyrazol-4-yl)propan-2-yl)-5-hydroxy-N-(isoxazol-4-yl)-1-methyl-6-oxo-1,6-dihydropyrimidine-4-carboxamide C(#N)C1=C(C=CC=C1)C(C(C)C=1N(C(C(=C(N1)C(=O)NC=1C=NOC1)O)=O)C)C=1C=NN(C1)CC(C)(C)O